NC1=CC=C(C=C1)C(=O)C1=CN=C2N1C=CC=C2 (4-Aminophenyl)(imidazo[1,2-a]pyridin-3-yl)methanone